C(C)(C)(C)N1C(=NC2=C1C=C(C=C2)OC(F)F)NC(CC(C)(C)C)=O N-(1-(tert-butyl)-6-(difluoromethoxy)-1H-benzo[d]imidazol-2-yl)-3,3-dimethylbutyramide